BrC1=C(C(=C(C=O)C(=C1F)F)F)F 4-bromo-2,3,5,6-tetrafluorobenzaldehyde